lithium phosphorus sulfur trihydrate O.O.O.[S].[P].[Li]